Cl.C1(=CC=CC=C1)NC=1SC=C(N1)C(=O)C1=CC(=C(C(=C1)OC)OC)OC (2-(phenylamino)thiazol-4-yl)(3,4,5-trimethoxyphenyl)methanone hydrochloride salt